1-methyl-4,5-dibutyl-3-hexyl-imidazole methyl-(1-(6-(3,4-difluorophenyl)-4-(hydroxymethyl)pyridin-3-yl)-3-ethynylpiperidin-3-yl)carbamate CN(C(O)=O)C1(CN(CCC1)C=1C=NC(=CC1CO)C1=CC(=C(C=C1)F)F)C#C.CN1CN(C(=C1CCCC)CCCC)CCCCCC